(3,5-diformyl-4-hydroxyphenylethyl)carbamic acid Tert-butyl ester C(C)(C)(C)OC(NCCC1=CC(=C(C(=C1)C=O)O)C=O)=O